(E)-4-(2-(5-chloro-1-isopropyl-1H-imidazol-4-yl)vinyl)thiazol ClC1=C(N=CN1C(C)C)/C=C/C=1N=CSC1